ClC1=C2CCC(C2=CC(=C1)Cl)OC(CC(C(=O)O[C@@H](CC(=O)O)C(F)(F)F)=C)=O (3S)-3-((4-((4,6-dichloro-2,3-dihydro-1H-inden-1-yl)oxy)-2-methylene-4-oxobutanoyl)oxy)-4,4,4-trifluorobutanoic acid